isocyanatomethyl-benzoyl chloride N(=C=O)CC1=C(C(=O)Cl)C=CC=C1